C(C)(C)C=1C=C(C(=O)N2CC(CCC2)C=2C=C(OC(C(=O)O)(C)C)C=CC2)C=CC1 2-(3-(1-(3-isopropylbenzoyl)piperidin-3-yl)phenoxy)-2-methylpropanoic acid